rac-5-(piperidin-1-ylmethyl)-3-(pyrrolidin-3-yl)-5,6-dihydro-1,4,2-dioxazine N1(CCCCC1)CC1OC(=NOC1)C1CNCC1